trans-4-[(5-fluoro-3-pyridyl)methyl]cyclohexanecarboxylic acid FC=1C=C(C=NC1)C[C@@H]1CC[C@H](CC1)C(=O)O